1-(7-(4-amino-7-cyclopropyl-7H-pyrrolo[2,3-d]pyrimidin-5-yl)benzo[c][1,2,5]oxadiazol-4-yl)-3-(4-((4-methylpiperazin-1-yl)methyl)-3-(trifluorometh-yl)phenyl)urea NC=1C2=C(N=CN1)N(C=C2C2=CC=C(C=1C2=NON1)NC(=O)NC1=CC(=C(C=C1)CN1CCN(CC1)C)C(F)(F)F)C1CC1